2-chloro-4-(dibenzo[B,d]furan-4-yl)-6-phenyl-1,3,5-triazine ClC1=NC(=NC(=N1)C1=CC=CC2=C1OC1=C2C=CC=C1)C1=CC=CC=C1